C(C)(=O)[O-].C[N+]1(CCCCC1)CC Methyl-1-ethylpiperidinium acetat